ClC1=C(C(=O)N2COC3=C(C2)C=CC=C3C3=CC(=C(C(=O)O)C=C3F)N3C2COCC3CC2)C(=CC(=C1)N1C2CN(CC1CC2)CCOC)Cl 4-[3-[2,6-Dichloro-4-[3-(2-methoxyethyl)-3,8-diazabicyclo[3.2.1]octan-8-yl]benzoyl]-2,4-dihydro-1,3-benzoxazin-8-yl]-5-fluoro-2-(3-oxa-8-azabicyclo[3.2.1]octan-8-yl)benzoic acid